CC1CN(CC(C1)C)C=1C=C(N)C=CC1C1=NC=C2N1CCNC2 3-(3,5-dimethylpiperidin-1-yl)-4-(5,6,7,8-tetrahydroimidazo[1,5-a]pyrazin-3-yl)aniline